CNC N-methyl-methaneamine